7-(5-methyl-1,3-dihydroisobenzofuran-4-yl)-4-(piperazin-1-yl)-5,6,7,8-tetrahydroquinazoline CC=1C(=C2COCC2=CC1)C1CCC=2C(=NC=NC2C1)N1CCNCC1